CN1C(=CC(=C1)NC(=O)C=1N(C=CC1)C)C(=O)OC methyl 1-methyl-4-(1-methyl-1H-pyrrole-2-carboxamido)-1H-pyrrole-2-carboxylate